ClC=1C=CC2=C(CCC=3C(=NC=CC3)C2=C2CCN(CC2)S(=O)(=O)C)C1 8-chloro-11-(1-(meth-ylsulfonyl)piperidin-4-ylidene)-6,11-dihydro-5H-benzo-[5,6]cyclohepta[1,2-b]pyridine